silver(I) naphthalenesulfonate C1(=CC=CC2=CC=CC=C12)S(=O)(=O)[O-].[Ag+]